NC1=C(C(N(C(=N1)N1CCC2(CC1)[C@@H](C1=CC=CC=C1C2)N)C)=O)SC=2C(=NC(=CC2)N)Cl (S)-6-amino-2-(1-amino-1,3-dihydrospiro[inden-2,4'-piperidin]-1'-yl)-3-methyl-5-((6-amino-2-chloropyridin-3-yl)thio)pyrimidin-4(3H)-one